C(C1=CC=CC=C1)N1C2CC(CC1CC2)(CO)NC(C2=CN=C(C=C2NC(CO)C2=CC=CC=C2)NC2=CC=C1C(=N2)N(NC1=O)C)=O N-(8-benzyl-3-(hydroxymethyl)-8-azabicyclo[3.2.1]octan-3-yl)-4-((2-hydroxy-1-phenylethyl)amino)-6-((1-methyl-3-oxo-2,3-dihydro-1H-pyrazolo[3,4-b]pyridin-6-yl)amino)nicotinamide